NC([C@H](C[C@H]1C(NCCC1)=O)NC(=O)C1N(CC2(C1)CCCCC2)C(=O)C=2NC1=C(C=C(C=C1C2)OC)Cl)=O N-[(1S)-2-amino-2-oxo-1-[[(3S)-2-oxo-3-piperidyl]methyl]ethyl]-2-(7-chloro-5-methoxy-1H-indole-2-carbonyl)-2-azaspiro[4.5]decane-3-carboxamide